C(=O)C1=C(C=C2CCCN(C2=N1)C(=O)NC1=NC=C(C(=C1)OC(C)C)C#CC=1C=NC=CC1)CN1C(CN(CC1)C)=O 7-formyl-N-(4-isopropoxy-5-(pyridin-3-ylethynyl)pyridin-2-yl)-6-((4-methyl-2-oxopiperazin-1-yl)methyl)-3,4-dihydro-1,8-naphthyridine-1(2H)-carboxamide